3,3-dibutyl-7-fluoro-8-methoxy-2,3-dihydro-1,5-benzothiazepine-4(5H)-one C(CCC)C1(CSC2=C(NC1=O)C=C(C(=C2)OC)F)CCCC